Methyl 2-(bromomethyl)-4-(2-(4-(bromomethyl)-3-(methoxycarbonyl)phenoxy) ethoxy)-3-chlorobenzoate BrCC1=C(C(=O)OC)C=CC(=C1Cl)OCCOC1=CC(=C(C=C1)CBr)C(=O)OC